BrC1=CC=C(C=C1)C1(COC1)C(=O)O 3-(4-bromophenyl)oxetan-3-carboxylic acid